COC=1C=C(C=C(C1)OC)N=C=O 3,5-dimethoxyphenyl isocyanate